C(C)(C)C1=C(C(=CC(=C1)C(C)C)C(C)C)S(=O)(=O)OC=1N=C(N(C(C1)=O)C1=C(C(=CC=C1)Cl)Cl)N 2-amino-1-(2,3-dichlorophenyl)-6-oxo-1,6-dihydropyrimidin-4-yl 2,4,6-triisopropylbenzenesulfonate